C(N)(=N)C=1C=C(C=CC1)NC(C1=C(N=C(C(=C1)Cl)C)N1CCC(CCC1)(F)F)=O N-(3-amidinophenyl)-5-chloro-2-(4,4-difluoroazepan-1-yl)-6-methylnicotinamide